(R)-2-(6-(5-Chloropyrimidin-2-yl)-2-azaspiro[3.3]heptan-2-yl)-4-((1-(hydroxymethyl-d2)cyclobutyl)amino)-6,7-dihydrothieno[3,2-d]pyrimidine-5-oxide ClC=1C=NC(=NC1)C1CC2(CN(C2)C=2N=C(C3=C(N2)CC[S@]3=O)NC3(CCC3)C([2H])([2H])O)C1